dimethyl 4'-(1H-naphtho[1,8-de][1,3,2]diazaborine-2(3H)-yl)-[1,1'-biphenyl]-3,5-dicarboxylate N1B(NC2=C3C1=CC=CC3=CC=C2)C2=CC=C(C=C2)C2=CC(=CC(=C2)C(=O)OC)C(=O)OC